C(C1=CC=CC=C1)OC1CC(C(CC1OCC1=CC=CC=C1)O)F 4,5-bis(benzyloxy)-2-fluorocyclohexane-1-ol